(S)-3-amino-3-(4-fluorobiphenyl-3-yl)propionic acid ethyl ester C(C)OC(C[C@@H](C=1C=C(C=CC1F)C1=CC=CC=C1)N)=O